O1C(NCC2=C1C=CC=C2)=O 3,4-dihydro-2H-1,3-benzoxazin-2-one